CC1=CC=C(C=C1)S(=O)(=O)OCCON=C(C)C 2-((propan-2-ylideneamino)oxy)ethyl 4-methylbenzenesulfonate